N-(2-methoxyethyl)-N-methyl-3-(2-methyl-1-oxo-1,2-dihydro-6-isoquinolinyl)-6-quinoxalinecarboxamide COCCN(C(=O)C=1C=C2N=C(C=NC2=CC1)C=1C=C2C=CN(C(C2=CC1)=O)C)C